1-[2-[3-[1,3-Benzodioxol-5-yl(methyl)carbamoyl]phenyl]-4-chloro-5-(trifluoromethyl)pyrazol-3-yl]piperidin O1COC2=C1C=CC(=C2)N(C(=O)C=2C=C(C=CC2)N2N=C(C(=C2N2CCCCC2)Cl)C(F)(F)F)C